CN(CCN1CCN(CC1)C1=C(C=C(NC2=NC=CC(=N2)N2C=C(C3=CC=CC=C23)C(=O)N)C=C1)F)C 1-(2-{4-[4-(2-dimethylamino-ethyl)-piperazin-1-yl]-3-fluoro-anilino}-pyrimidin-4-yl)-1H-indole-3-carboxamide